O1N=C(C=C1)C(C)=O 1-(isoxazol-3-yl)ethanone